1-[2-(trimethylsilyl)ethoxycarbonyl]pyrrolidin-2,5-dione C[Si](CCOC(=O)N1C(CCC1=O)=O)(C)C